tert-butyl N-(2,2,3,3,4,4,4-heptafluorobutyl)-N-(2-hydroxyethyl)glycinate FC(CN(CC(=O)OC(C)(C)C)CCO)(C(C(F)(F)F)(F)F)F